2-(3-chloro-8-ethyl-7-fluoro-1-naphthyl)-4,4,5,5-tetramethyl-1,3,2-dioxaborolane ClC=1C=C(C2=C(C(=CC=C2C1)F)CC)B1OC(C(O1)(C)C)(C)C